BrC=1C=C(CN2C(N(C(C=3N(C(=NC23)S(=O)(=O)CC2CC2)C)=O)C)=O)C=CC1 3-(3-bromobenzyl)-8-((cyclopropylmethyl)sulfonyl)-1,7-dimethyl-1H-purine-2,6(3H,7H)-dione